5-fluoropentane FCCCCC